F[P-](F)(F)(F)(F)F.C1(=CC=CC=C1)S1C=2C=CC=CC2SC2=CC=CC=C12 S-(phenyl)thianthrene hexafluorophosphate